(Z)-1-(3-(5-(dimethylamino)-2-isopropylphenyl)-4-oxothiazolidin-2-ylidene)-3-(2-(trifluoromethyl)-4-(1-(5-(trifluoromethyl)pyridin-2-yl)-1H-1,2,4-triazol-3-yl)phenyl)urea CN(C=1C=CC(=C(C1)N1/C(/SCC1=O)=N/C(=O)NC1=C(C=C(C=C1)C1=NN(C=N1)C1=NC=C(C=C1)C(F)(F)F)C(F)(F)F)C(C)C)C